N[C@@H]1[C@@H](OCC12CCN(CC2)C=2N=CC(=NC2)SC2=C(C(=NC=C2)NC(=O)NS(=O)(=O)C2=CC=C(C=C2)F)Cl)C N-((4-((5-((3S,4S)-4-amino-3-methyl-2-oxa-8-azaspiro[4.5]decan-8-yl)pyrazin-2-yl)thio)-3-chloropyridin-2-yl)carbamoyl)-4-fluorobenzenesulfonamide